COC1=C(C=C(C2=CC=CC=C12)OC)CCN 2-(1,4-dimethoxynaphthalen-2-yl)ethanamine